C1(=CCCC1)C=1C(C(=C(N(C1C)C)C)C(=O)NC1=CC(=C(C=C1)OC1=CC=NC2=CC(=C(N=C12)OC)OCCOC)F)=O 5-(cyclopenten-1-yl)-N-[3-fluoro-4-[[6-methoxy-7-(2-methoxyethoxy)-1,5-naphthyridin-4-yl]oxy]phenyl]-1,2,6-trimethyl-4-oxopyridine-3-carboxamide